1-(2-(4-(diethylamino)-2-hydroxybenzoyl)phenyl)-methanone C(C)N(C1=CC(=C(C(=O)C2=C(C=CC=C2)C=O)C=C1)O)CC